N1=CC=C(C=C1)C=1N=C(C2=C(N1)C=NC=C2)N (Pyridin-4-yl)pyrido[3,4-d]Pyrimidin-4-amine